n-undecyl hexanoate C(CCCCC)(=O)OCCCCCCCCCCC